3-hydroxy-2-oxo-6-{[3-(4-formamidophenyl)phenyl]methyl}-1H-1,5-naphthyridine-4-carboxamide OC=1C(NC2=CC=C(N=C2C1C(=O)N)CC1=CC(=CC=C1)C1=CC=C(C=C1)NC=O)=O